N-ethyl-N'-(2-fluoro-5-methyl-4-(3-((4-(trifluoromethyl)benzyl)oxy)oxetan-3-yl)phenyl)-N-methylformimidamide C(C)N(C=NC1=C(C=C(C(=C1)C)C1(COC1)OCC1=CC=C(C=C1)C(F)(F)F)F)C